((((3R,5R)-1-((2-(dimethylamino)ethoxy)carbonyl)piperidine-3,5-diyl)bis(oxy))bis(2-oxoethane-2,1-diyl))bis(propane-2,1,3-triyl) tetranonanoate C(CCCCCCCC)(=O)OCC(COC(CCCCCCCC)=O)CC(=O)O[C@H]1CN(C[C@@H](C1)OC(CC(COC(CCCCCCCC)=O)COC(CCCCCCCC)=O)=O)C(=O)OCCN(C)C